N=1C=NN2C1C1=C(C(=C2)C2=C(C3=C(N2)SC(=C3C)C3CCN(CC3)CC(=O)N)C(C)C)CCC1 2-(4-(5-(8,9-dihydro-7H-cyclopenta[c][1,2,4]triazolo[1,5-a]pyridin-6-yl)-4-isopropyl-3-methyl-6H-thieno[2,3-b]pyrrol-2-yl)piperidin-1-yl)acetamide